(S)-1-(5-methylthiophene-2-carbonyl)-N-(3,4,5-trifluorophenyl)pyrrolidine-3-carboxamide CC1=CC=C(S1)C(=O)N1C[C@H](CC1)C(=O)NC1=CC(=C(C(=C1)F)F)F